ClC1=CC2=C(OC(C(N2C)=O)COC)C=C1OC 6-Chloro-7-methoxy-2-(methoxymethyl)-4-methyl-2H-benzo[b][1,4]oxazin-3(4H)-one